ClC1=CC=C(C=C1)N1N=CNC1=O 2-(4-chlorophenyl)-2,4-dihydro-3H-1,2,4-triazol-3-one